5-(2,5-dimethyl-1,2,3,4-tetrahydroisoquinolin-7-yl)-3-((1-(2,2,2-trifluoroethyl)-1H-pyrazol-4-yl)oxy)pyrazin-2-amine CN1CC2=CC(=CC(=C2CC1)C)C=1N=C(C(=NC1)N)OC=1C=NN(C1)CC(F)(F)F